1-(tert-butyl)-N-(((2S,4R)-2-methyl-1-(6-(1-methyl-1H-pyrazol-4-yl)pyrazolo[1,5-a]pyrazin-4-yl)piperidin-4-yl)methyl)-1H-1,2,3-triazole-4-carboxamide C(C)(C)(C)N1N=NC(=C1)C(=O)NC[C@H]1C[C@@H](N(CC1)C=1C=2N(C=C(N1)C=1C=NN(C1)C)N=CC2)C